methyl 5-chloro-2-((2-phenyl-1,3-dioxan-5-yl)oxy)benzoate ClC=1C=CC(=C(C(=O)OC)C1)OC1COC(OC1)C1=CC=CC=C1